2-(Benzyloxy)cyclobutan-1-ol C(C1=CC=CC=C1)OC1C(CC1)O